(4R)-4-methyltetrahydrofuran-2-one C[C@@H]1CC(OC1)=O